(6S)-6-{2-Chloro-3-[(3,5-dimethyl-1-phenylpyrazol-4-yl)-amino]phenyl}-2-imino-6-methyl-3-(tetrahydropyran-4-yl)hexahydropyrimidin-4-one ClC1=C(C=CC=C1NC=1C(=NN(C1C)C1=CC=CC=C1)C)[C@@]1(CC(N(C(N1)=N)C1CCOCC1)=O)C